((2-(((3S,6S,9aS)-3-(3-(1-methyl-4-oxo-1,4-dihydropyridin-3-yl)azetidine-1-carbonyl)-5-oxooctahydro-1H-pyrrolo[1,2-a]azepin-6-yl)carbamoyl)benzo[b]thiophen-5-yl)methyl)phosphonic acid CN1C=C(C(C=C1)=O)C1CN(C1)C(=O)[C@@H]1CC[C@H]2N1C([C@H](CCC2)NC(=O)C2=CC1=C(S2)C=CC(=C1)CP(O)(O)=O)=O